2-chloro-3-(methylsulfonyl)-N-(1H-tetrazol-5-yl)benzamide ClC1=C(C(=O)NC2=NN=NN2)C=CC=C1S(=O)(=O)C